N-(1-(1-methylpiperidin-4-yl)-1H-pyrazol-4-yl)-3-(4-oxospiro[chromane-2,4'-piperidin]-7-yl)-1H-pyrrolo[2,3-b]pyridine-5-carboxamide CN1CCC(CC1)N1N=CC(=C1)NC(=O)C=1C=C2C(=NC1)NC=C2C2=CC=C1C(CC3(CCNCC3)OC1=C2)=O